C(C)(C)(C)OC(=O)C=1N=CSC1N(CC1=CC=C(C=C1)OC)S(=O)(=O)C1=CC(=C(C=C1)NC(CCl)=O)F 5-[[4-[(2-chloroacetyl)amino]-3-fluoro-phenyl]sulfonyl-[(4-methoxyphenyl)methyl]amino]thiazole-4-carboxylic acid tert-butyl ester